C(CCCC)(=O)[O-] Valerate